C(#N)[C@@H]1[C@@H](CC1)C=1C=C(C=CC1C(F)(F)F)NC(=O)N1C2CC(CC1C2)C(F)(F)F cis-N-(3-((1R,2S)-2-cyanocyclobutyl)-4-(trifluoromethyl)phenyl)-3-(trifluoromethyl)-6-azabicyclo[3.1.1]heptane-6-carboxamide